tert-butyl (R)-3-((2,7-dichloro-8-fluoropyrido[4,3-d]pyrimidin-4-yl)(methyl)amino)pyrrolidine-1-carboxylate ClC=1N=C(C2=C(N1)C(=C(N=C2)Cl)F)N([C@H]2CN(CC2)C(=O)OC(C)(C)C)C